3-methyl-5-(2,6,6-trimethyl-1-cyclohexen-1-yl)-2,4-pentadienyl-triphenylphosphonium bromide [Br-].CC(=CC[P+](C1=CC=CC=C1)(C1=CC=CC=C1)C1=CC=CC=C1)C=CC1=C(CCCC1(C)C)C